C(C)(C)(C)OC(=O)N1CC(N(CC1)C1=C(C=CC=C1)[N+](=O)[O-])C(=O)O 4-(tert-butoxycarbonyl)-1-(2-nitrophenyl)piperazine-2-carboxylic acid